hydroxy(trimethyl)silane O[Si](C)(C)C